[4-[6-chloro-3-[1-[3,6-dimethyl-4-oxo-2-(1-piperidyl)chromen-8-yl] ethylamino]-2-pyridyl]-2-formyl-phenyl] trifluoromethanesulfonate FC(S(=O)(=O)OC1=C(C=C(C=C1)C1=NC(=CC=C1NC(C)C=1C=C(C=C2C(C(=C(OC12)N1CCCCC1)C)=O)C)Cl)C=O)(F)F